C(#N)CC1=C(NC2=CC(=CC=C12)C1CCOCC1)C(=O)OC methyl 3-(cyanomethyl)-6-(tetrahydro-2H-pyran-4-yl)-1H-indole-2-carboxylate